CC1(C2CNC(C12)=O)C 6,6-dimethyl-2-oxo-3-azabicyclo[3.1.0]hexane